(2-chloro-6-(4-(trifluoromethyl)phenyl)pyrimidin-4-yl)piperazine-1-carboxylic acid tert-butyl ester C(C)(C)(C)OC(=O)N1C(CNCC1)C1=NC(=NC(=C1)C1=CC=C(C=C1)C(F)(F)F)Cl